ClC1=CC(=C(C=C1)NC=1C=C2C=NN(C2=CC1C=1C2=C(C(N(C1)C)=O)NC=C2)S(=O)(=O)CC)F 4-(5-((4-chloro-2-fluorophenyl)amino)-1-(ethylsulfonyl)-1H-indazol-6-yl)-6-methyl-1,6-dihydro-7H-pyrrolo[2,3-c]pyridin-7-one